((1R,5S)-3-oxa-8-azabicyclo[3.2.1]octan-8-yl)methane [C@H]12COC[C@H](CC1)N2C